COC(C1=CN=C(C=C1C=C)Cl)=O 6-chloro-4-vinylnicotinic acid methyl ester